2-[3,4-bis(benzyloxy)phenyl]quinolin-4-ol C(C1=CC=CC=C1)OC=1C=C(C=CC1OCC1=CC=CC=C1)C1=NC2=CC=CC=C2C(=C1)O